ClC=1N(C(C2=CC(=CC(=C2C1)C(C)N[S@](=O)C(C)(C)C)C)=O)C (R)-N-[1-(3-chloro-2,7-dimethyl-1-oxoisoquinolin-5-yl)ethyl]-2-methylpropane-2-sulfinamide